dimorpholinoketone O1CCN(CC1)C(=O)N1CCOCC1